acrylic acid-N-isopropylacrylamide C(C)(C)NC(C=C)=O.C(C=C)(=O)O